CC1=NC=C2C(=N1)N=C1C(=C2)NC(C2N1CCC2)=O 9-methyl-1,2,3,3a-tetrahydropyrrolo[1'',2'':4',5']pyrazino[2',3':5,6]pyrido[2,3-d]pyrimidin-4(5H)-one